CCCCCCCC/C=C\\CCCCCCCC(=O)OC[C@H](CO[C@H]1[C@@H]([C@H]([C@H]([C@H](O1)CO)O)O)O)OC(=O)CCCCCCC/C=C\\CCCCCCCC The molecule is a 1,2-diacyl-3-beta-D-galactosyl-sn-glycerol in which the groups at the 1- and 2-positions are both oleoyl. It is a 1,2-diacyl-3-beta-D-galactosyl-sn-glycerol and a 1,2-dioleoyl-3-beta-D-galactosylglycerol.